NCCCN(CCCN)CCCCCCCCCCCC N,N-BIS(3-AMINOPROPYL)LAURYLAMINE